C1(CC1)S(=O)(=O)C=1C=C(OC[C@H](CN(C(OC(C)(C)C)=O)[C@H]2COC3(C2)CCN(CC3)S(=O)(=O)C=3C=NC2=C(C=CC=C2C3O)F)O)C=CC1 tert-butyl ((S)-3-(3-(cyclopropylsulfonyl)phenoxy)-2-hydroxypropyl)((R)-8-((8-fluoro-4-hydroxyquinolin-3-yl)sulfonyl)-1-oxa-8-azaspiro[4.5]decan-3-yl)carbamate